C(C)C1=CC2=C(C(N(CC23CC3)CC(=O)NC3=NC=C2N(C(N(C2=N3)C)=O)COCC[Si](C)(C)C)=O)S1 2-(2-ethyl-7-oxo-spiro[5H-thieno[2,3-c]pyridine-4,1'-cyclopropane]-6-yl)-N-[9-methyl-8-oxo-7-(2-trimethylsilylethoxymethyl)purin-2-yl]acetamide